ClC1=CC(=C(C=C1)C1=NC(=CC=2N=C(N(C(C21)=O)C)C)N2CC=1C=CC=NC1CC2)F 5-(4-chloro-2-fluorophenyl)-7-(7,8-dihydro-1,6-naphthyridin-6(5H)-yl)-2,3-dimethylpyrido[4,3-d]pyrimidin-4(3H)-one